N1=C(SC2=C1C=1CCOC1C=C2)N2C(N[C@@H](C[C@H]2C#CC)C)=O (4R,6S)-1-(7,8-dihydrobenzofuro[4,5-d]thiazol-2-yl)-4-methyl-6-(prop-1-yn-1-yl)tetrahydropyrimidine-2(1H)-one